NC=1C=CC(=C2CN(C(C12)=O)C/C(/C#N)=C/CC)C1=CC=C2C=NN(C2=C1)C (2Z)-2-{[7-amino-4-(1-methyl-1H-indazol-6-yl)-1-oxo-2,3-dihydro-1H-isoindol-2-yl]methyl}pent-2-enenitrile